C(C)(C)(C)OC(CC[C@@H](C(N)=O)N1C(C2=C(C=C(C=C2C1)Br)F)=O)=O.FC1=CC=C(C=C1)C1=CC(=C(C=N1)CNC(C=C)=O)C=1OC(=NN1)CNC N-((6-(4-fluorophenyl)-4-(5-((methylamino)methyl)-1,3,4-oxadiazol-2-yl)pyridin-3-yl)methyl)acrylamide tert-butyl-(4S)-4-(5-bromo-7-fluoro-1-oxo-3H-isoindol-2-yl)-4-carbamoylbutanoate